ClC1=C(C=C2C(=C(N(C2=C1)C)N1N=C(N=C1)C(=O)N(C)C)N1C=NC=C1)OC (6-chloro-3-(1H-imidazol-1-yl)-5-methoxy-1-methyl-1H-indol-2-yl)-N,N-dimethyl-1H-1,2,4-triazole-3-carboxamide